ClC1=C(OC=2C=C3C(=CNC3=CC2)C(=O)NC)C(=CC(=C1)N1N=C(C(NC1=O)=O)C#N)Cl 5-[2,6-dichloro-4-(6-cyano-3,5-dioxo-4H-1,2,4-triazin-2-yl)phenoxy]-N-methyl-1H-indole-3-carboxamide